5-(2,6-difluorophenyl)-9-(1-(2-fluoroethyl)-1,2,3,6-tetrahydropyridin-4-yl)-1-(4-methoxybenzyl)-1,6-dihydropyrazolo[4,3-d]pyrido[3,2-f][1,3]diazepine FC1=C(C(=CC=C1)F)C=1NC2=C(C3=C(N1)C=NN3CC3=CC=C(C=C3)OC)C=C(C=N2)C=2CCN(CC2)CCF